phenyl-(2-STYRYLPIPERIDIN-1-yl)methanone C1(=CC=CC=C1)C(=O)N1C(CCCC1)C=CC1=CC=CC=C1